C(C)NCC[SiH3] (ethylamino)ethylsilane